N-((5-(hydrazinecarbonyl)pyridin-2-yl)methyl)-N-(1-methyl-1H-indazol-4-yl)ethanesulfonamide N(N)C(=O)C=1C=CC(=NC1)CN(S(=O)(=O)CC)C1=C2C=NN(C2=CC=C1)C